3-methacryloxyoctyl-triethoxysilane tert-Butyl-(3S,4R)-3-((8-chloropyrido[2,3-d]pyridazin-5-yl)amino)-4-(hydroxymethyl)pyrrolidine-1-carboxylate C(C)(C)(C)OC(=O)N1C[C@H]([C@@H](C1)CO)NC1=C2C(=C(N=N1)Cl)N=CC=C2.C(C(=C)C)(=O)OC(CC[Si](OCC)(OCC)OCC)CCCCC